N-(4-amino-1,3-dihydrofuro[3,4-c]pyridin-7-yl)-2-(5-methyl-2-(2'-oxospiro[cyclopropane-1,3'-indolin]-5'-yl)piperidin-1-yl)-2-oxoacetamide NC1=NC=C(C2=C1COC2)NC(C(=O)N2C(CCC(C2)C)C=2C=C1C3(C(NC1=CC2)=O)CC3)=O